1,5-Dibromo-2,4-difluorobenzene BrC1=C(C=C(C(=C1)Br)F)F